3,4-Difluoro-2-((2-fluoro-4-iodophenyl)amino)-N-(prop-2-yn-1-yloxy)benzamide FC=1C(=C(C(=O)NOCC#C)C=CC1F)NC1=C(C=C(C=C1)I)F